3-(2-(2-bromo-5-(trifluoromethyl)phenyl)-1-hydroxyethyl)benzonitrile BrC1=C(C=C(C=C1)C(F)(F)F)CC(O)C=1C=C(C#N)C=CC1